CC(CO)(C)C1=NC=CC=C1 2-Methyl-2-(pyridin-2-yl)propan-1-ol